tert-butyl (2S,4R)-2',3'-dichloro-4'-hydroxy-2-methyl-4',5'-dihydrospiro[piperidine-4,7'-thieno[2,3-c]pyran]-1-carboxylate ClC1=C(C2=C([C@]3(OCC2O)C[C@@H](N(CC3)C(=O)OC(C)(C)C)C)S1)Cl